1-[4-cyclopropyl-3-(2-fluoroethoxy)benzoyl]-4,4-difluoro-L-prolinamide C1(CC1)C1=C(C=C(C(=O)N2[C@@H](CC(C2)(F)F)C(=O)N)C=C1)OCCF